NC=1C(=C(C=CC1)C(C(F)(F)F)(C(F)(F)F)O)N bis-aminohydroxyphenyl-hexafluoropropane